(quinolin-3-ylmethyl)decanamide N1=CC(=CC2=CC=CC=C12)CC(C(=O)N)CCCCCCCC